C[C@@H]1O[C@@H](C(N([C@@H]1CNC1=NC=C(C=C1)C(F)(F)F)C(=O)C1=NC(=CC=C1C1=NC=CC=N1)C)([2H])[2H])C ((2S,3R,6R)-2,6-Dimethyl-3-(((5-(trifluoromethyl)pyridin-2-yl)amino)methyl)morpholino-5,5-d2)(6-methyl-3-(pyrimidin-2-yl)pyridin-2-yl)methanone